(R)-5-{4-[4-(5,7-dimethylindazol-2-yl)piperidine-1-carbonyl]phenyl}-5-ethylimidazolidine-2,4-dione CC1=CC2=CN(N=C2C(=C1)C)C1CCN(CC1)C(=O)C1=CC=C(C=C1)[C@@]1(C(NC(N1)=O)=O)CC